Cl[N+]=1NN=NC1 chlorotetrazolium